1-benzyl 4-(tert-butyl) 2-(2-((4-oxo-2-thioxo-2,3,4,5-tetrahydro-1H-pyrrolo[3,2-d]pyrimidin-1-yl)methyl)phenyl)piperazine-1,4-dicarboxylate O=C1C2=C(N(C(N1)=S)CC1=C(C=CC=C1)C1N(CCN(C1)C(=O)OC(C)(C)C)C(=O)OCC1=CC=CC=C1)C=CN2